tert-butyl (6-methyl-5-(2-(2-morpholinopyridin-4-yl)pyrazolo[5,1-b]thiazole-7-carboxamido)pyridin-3-yl)carbamate CC1=C(C=C(C=N1)NC(OC(C)(C)C)=O)NC(=O)C=1C=NN2C1SC(=C2)C2=CC(=NC=C2)N2CCOCC2